C(C)(=O)O[C@@H](C=O)[C@@H](OC(C)=O)[C@H](OC(C)=O)[C@H](O)COC(C)=O 2,3,4,6-tetra-O-acetyl-glucose